NC1=C(C=C(C=C1)N)CCCN1C=[N+](C=C1)C 1-[3-(2,5-diaminophenyl)propyl]-3-methyl-1H-imidazol-3-ium